6-bromo-2-(2,2-difluoroethoxy)thiazolo[4,5-b]pyridin-5(4H)-one BrC1=CC2=C(NC1=O)N=C(S2)OCC(F)F